(8aS)-tert-Butyl 2-(3-(tert-butoxy)-2-methyl-3-oxopropyl)-3-thioxohexahydroimidazo[1,5-a]pyrazine-7(1H)-carboxylate C(C)(C)(C)OC(C(CN1C(N2[C@@H](CN(CC2)C(=O)OC(C)(C)C)C1)=S)C)=O